((5-(5-(2-azabicyclo[2.2.1]hept-7-yl)pyrimidin-2-yl)-1,3,4-oxadiazol-2-yl)methyl)-2-(2,4-bis(trifluoromethyl)phenyl)-N-(4-fluorophenyl)acetamide C12NCC(CC1)C2C=2C=NC(=NC2)C2=NN=C(O2)CC(C(=O)NC2=CC=C(C=C2)F)C2=C(C=C(C=C2)C(F)(F)F)C(F)(F)F